FC=1C=2N(C=C(C1)NC(=O)C1=CC=C(C3=CN(N=C13)C)N1[C@@H](CN(CC1)C(=O)OC(C)(C)C)C)C=C(N2)C tertbutyl (3R)-4-[7-({8-fluoro-2-methylimidazo[1,2-a]pyridin-6-yl}carbamoyl)-2-methylindazol-4-yl]-3-methylpiperazine-1-carboxylate